tert-butyl 4-bromo-2,3-dihydro-1H-indole-1-carboxylate BrC1=C2CCN(C2=CC=C1)C(=O)OC(C)(C)C